C(CCC)OC(C(CNC=1C=NC(=C(C1)C(F)(F)F)C#N)(O)O)=O 3-[[6-cyano-5-(trifluoromethyl)-pyridin-3-yl]amino]-2,2-dihydroxy-propionic acid butyl ester